isooctyl 3-mercaptopropanoate SCCC(=O)OCCCCCC(C)C